(R)-4-(N-((6-cyclohexylpyridin-3-yl)methyl)-1-((perfluorophenyl)sulfonyl)azetidine-2-carboxamido)-2-hydroxybenzoic acid C1(CCCCC1)C1=CC=C(C=N1)CN(C(=O)[C@@H]1N(CC1)S(=O)(=O)C1=C(C(=C(C(=C1F)F)F)F)F)C1=CC(=C(C(=O)O)C=C1)O